O1C2=C(OCC1)C=C(C=C2)C(=O)NC=2C=CC(=C(C2)NC(=O)C2=CC1=C(S2)C=C(C=C1)CN1CCN(CCC1)C(=O)OC(C)(C)C)F tert-butyl 4-((2-((5-(2,3-dihydrobenzo[b][1,4]dioxine-6-carboxamido)-2-fluorophenyl)carbamoyl)benzo[b]thiophen-6-yl)methyl)-1,4-diazepane-1-carboxylate